Cl.ClC1=CC=C(C=C1)NC1N(C(=NC(=N1)N)N1CCCC1)C1=CC=C(C=C1)CC N-(4-Chlorophenyl)-N1-(4-ethylphenyl)-6-pyrrolidin-1-yl-[1,3,5]triazine-2,4-diamine hydrochloride